1-butyl-3-methylimidazolium bis(2-ethylhexyl)sulfosuccinate C(C)C(CC(C(C(=O)[O-])S(=O)(=O)O)(C(=O)[O-])CC(CCCC)CC)CCCC.C(CCC)N1C=[N+](C=C1)C.C(CCC)N1C=[N+](C=C1)C